4-bromo-2-methyl-1H-benzo[d]imidazole BrC1=CC=CC=2NC(=NC21)C